C(#N)C1=[N+](C=CC=C1)CC1=C(C=C(C=C1C)C)C 2-cyano-1-(2,4,6-trimethylbenzyl)pyridinium